O=C1N[C@@H]([C@@H]2CC[C@H]1N2C(=O)OC(C)(C)C)C(=O)OC 8-tert-butyl 2-methyl (1S,2S,5R)-4-oxo-3,8-diazabicyclo[3.2.1]octane-2,8-dicarboxylate